N-(pyridin-2-yl)pyridine-2-thioamide acetate C(C)(=O)O.N1=C(C=CC=C1)NC(=S)C1=NC=CC=C1